tert-butyl (1R,5R)-6-(7-(8-ethynyl-7-fluoronaphthalen-1-yl)-8-fluoropyrido[4,3-d]pyrimidin-4-yl)-2,6-diazabicyclo[3.2.0]heptane-2-carboxylate C(#C)C=1C(=CC=C2C=CC=C(C12)C1=C(C=2N=CN=C(C2C=N1)N1[C@@H]2CCN([C@@H]2C1)C(=O)OC(C)(C)C)F)F